C(C)(=O)OC1=CC=C(C=C1)C(C1=CC=C(C=C1)OC(C)=O)C1=C(C(=O)O)C=CN=C1 (bis(4-acetoxyphenyl)methyl)isonicotinic acid